5-chloro-N-((1r,4r)-4-((3-(6-((2-methoxyethyl)amino)pyridin-3-yl)-2-oxo-2,3-dihydro-1H-benzo[d]imidazol-1-yl)methyl)cyclohexyl)-2-methylnicotinamide ClC=1C=NC(=C(C(=O)NC2CCC(CC2)CN2C(N(C3=C2C=CC=C3)C=3C=NC(=CC3)NCCOC)=O)C1)C